O1C=NC2=C1C=C(C=C2)C=2C=C(C=CC2)C2=NOC(=C2)[C@]2(C(N(CC2)C)=O)O (R)-3-(3-(3-(Benzo[d]oxazol-6-yl)phenyl)isoxazol-5-yl)-3-hydroxy-1-methylpyrrolidin-2-one